C(CCCCCCCCCCC)OS(=O)(=O)C=1C(=CC=CC1)S(=O)(=O)[O-].[Fr+] francium dodecylbenzenedisulfonate